3-(((5-cyanopyrazin-2-yl)oxy)-methyl)-N-(2-fluorobenzyl)-bicyclo[1.1.1]pentane-1-carboxamide C(#N)C=1N=CC(=NC1)OCC12CC(C1)(C2)C(=O)NCC2=C(C=CC=C2)F